trans-N-[8-amino-6-(3-methyl-4-pyridyl)-3-isoquinolyl]-2-cyano-cyclopropane-1-carboxamide NC=1C=C(C=C2C=C(N=CC12)NC(=O)[C@H]1[C@@H](C1)C#N)C1=C(C=NC=C1)C